2-chloro-4-((1-cyclopropyl-3-(2-fluoro-4-(tetrahydro-2H-pyran-4-yl)phenyl)-1H-pyrazol-4-yl)oxy)pyridine ClC1=NC=CC(=C1)OC=1C(=NN(C1)C1CC1)C1=C(C=C(C=C1)C1CCOCC1)F